3-(1-(3-(3,3-dimethylpyrrolidin-1-yl)-3-oxopropyl)-1H-indol-5-yl)-1,5,6,7,8,9-hexahydro-2H-cyclohepta[4,5]thieno[2,3-d]pyrimidine-2,4(3H)-dione CC1(CN(CC1)C(CCN1C=CC2=CC(=CC=C12)N1C(NC2=C(C1=O)C1=C(S2)CCCCC1)=O)=O)C